NC1=NC=CC=C1C1=NC=2C(=NC(=CC2)NC(OC(C)(C)C)=O)N1C1=CC=C(C=C1)CN1CCC(CC1)NC1=NC(=NC=C1)C#N Tert-butyl (2-(2-aminopyridin-3-yl)-3-(4-((4-((2-cyanopyrimidin-4-yl)amino)piperidin-1-yl)methyl)phenyl)-3H-imidazo[4,5-b]pyridin-5-yl)carbamate